C(#N)C=1C=C(C=CC1)C1=NN(C(C2=C1N(N=C2)C)=O)CC(=O)N(CC)C2=CC1=C(OC(O1)(F)F)C=C2 2-(7-(3-cyanophenyl)-1-methyl-4-oxo-1,4-dihydro-5H-pyrazolo[3,4-d]pyridazin-5-yl)-N-(2,2-difluorobenzo[d][1,3]dioxol-5-yl)-N-ethylacetamide